2-(6-{5-chloro-2-[(oxan-4-yl)amino]pyrimidin-4-yl}-1-oxo-2,3-dihydro-1H-isoindol-2-yl)-N-{1-[4-(2-methyl-1H-imidazol-1-yl)phenyl]ethyl}acetamide ClC=1C(=NC(=NC1)NC1CCOCC1)C1=CC=C2CN(C(C2=C1)=O)CC(=O)NC(C)C1=CC=C(C=C1)N1C(=NC=C1)C